ClC12C(CC3(C(C(CC3C1CCC1=CC(C=CC21C)=O)C)(CCC(=O)[O-])C(CO)=O)C)O 9-chloro-11-hydroxy-17-(2-hydroxyacetyl)-10,13,16-trimethyl-3-oxo-6,7,8,9,10,11,12,13,14,15,16,17-dodecahydro-3H-cyclopenta[a]phenanthrene-17-propionate